2,2-dimethylpropanoic acid tetramethylammonium salt C[N+](C)(C)C.CC(C(=O)[O-])(C)C